(5S)-5-[(3-Hydroxyazetidin-1-yl)carbonyl]-2-[3-(trifluoromethyl)benzyl]-5,6,7,8-tetrahydro[1,2,4]triazolo[4,3-a]pyridin-3(2H)-on OC1CN(C1)C(=O)[C@@H]1CCCC=2N1C(N(N2)CC2=CC(=CC=C2)C(F)(F)F)=O